(R/S)-2-(3-(4-fluorophenyl)-3-(methoxy-d3)azetidin-1-yl)-4-((tetrahydro-2H-pyran-4-yl)amino)-6,7-dihydrothieno[3,2-d]pyrimidine 5-oxide FC1=CC=C(C=C1)C1(CN(C1)C=1N=C(C2=C(N1)CC[S@]2=O)NC2CCOCC2)OC([2H])([2H])[2H] |r|